5-(8-(2-(2-(trifluoromethyl)phenyl)cyclopropyl)imidazo[1,2-b]pyridazin-6-yl)pyrimidine-2,4(1H,3H)-dione FC(C1=C(C=CC=C1)C1C(C1)C=1C=2N(N=C(C1)C=1C(NC(NC1)=O)=O)C=CN2)(F)F